N=1C=NN2C1C=C(C=C2)CC2=C(C=C(N)C=C2)C 4-([1,2,4]triazolo[1,5-a]pyridin-7-ylmethyl)-3-methylaniline